2-[(4-Amino-3-chlorophenyl)oxy]-6-methoxyquinolin-7-ol NC1=C(C=C(C=C1)OC1=NC2=CC(=C(C=C2C=C1)OC)O)Cl